(R)-4-(azepan-3-ylamino)-6-(4-(morpholinomethyl)phenyl)pyrido[3,2-d]pyrimidine-8-carboxamide N1C[C@@H](CCCC1)NC=1C2=C(N=CN1)C(=CC(=N2)C2=CC=C(C=C2)CN2CCOCC2)C(=O)N